BrC=1C=C(C=2C(N1)=C(N(N2)CC)NC=2SC(=C(N2)C2=CC=C(C=C2)F)C#N)C 2-(5-bromo-2-ethyl-7-methyl-2H-pyrazolo[4,3-b]pyridin-3-ylamino)-4-(4-fluorophenyl)thiazole-5-carbonitrile